P.[Ga].[As].[In] Indium-Gallium-Arsenid-Phosphid